OCCS(=O)(=O)NC1=CC(=C(C(=O)NC=2C(N(C=CC2)CCC(F)(F)F)=O)C=C1)N1CCC2(CC2)CC1 4-((2-hydroxyethyl)sulfonamido)-N-(2-oxo-1-(3,3,3-trifluoropropyl)-1,2-dihydropyridin-3-yl)-2-(6-azaspiro[2.5]octan-6-yl)benzamide